C1(CC1)C([C@@H](C(=O)NC=1C=C2CC(CC2=CC1)(N1C(N[C@@H](C1)C(C)C)=O)CC1=CC=C(C=C1)F)NC(=O)C1=NON=C1C)C1CC1 N-((2S)-1,1-dicyclopropyl-3-((2-(4-fluorobenzyl)-2-((R)-4-isopropyl-2-oxoimidazolidin-1-yl)-2,3-dihydro-1H-inden-5-yl)amino)-3-oxopropan-2-yl)-4-methyl-1,2,5-oxadiazole-3-carboxamide